(1S,2S,3S,6R)-6-((bicyclo[2.2.1]heptan-2-ylmethyl)amino)-4-(fluoromethyl)cyclohex-4-ene-1,2,3-triol C12C(CC(CC1)C2)CN[C@@H]2C=C([C@@H]([C@@H]([C@H]2O)O)O)CF